ClC=1C=C(C=CC1Cl)C1=C(C=CC=C1)[N+](=O)[O-] 3,4-dichloro-2'-nitrobiphenyl